[3-[(E)-(3,6-dimethylcarbazol-9-yl)iminomethyl]-4-(4-(6-prop-2-enoyloxyhexoxy)benzoyl)oxy-phenyl] 4-(6-prop-2-enoyloxyhexoxy)benzoate C(C=C)(=O)OCCCCCCOC1=CC=C(C(=O)OC2=CC(=C(C=C2)OC(C2=CC=C(C=C2)OCCCCCCOC(C=C)=O)=O)/C=N/N2C3=CC=C(C=C3C=3C=C(C=CC23)C)C)C=C1